racemic-trans-2-bromo-7-fluoro-5-phenyl-6,7-dihydro-5H-pyrrolo[1,2-b][1,2,4]triazole BrC=1N=C2N(N1)[C@@H](C[C@H]2F)C2=CC=CC=C2 |r|